(3S)-3-(5-(2,6-dimethylphenyl)pyridin-3-yl)-3-(4-methyl-2-(2-oxo-4-(trifluoromethyl)pyridin-1(2H)-yl)pentanamido)propanoic acid CC1=C(C(=CC=C1)C)C=1C=C(C=NC1)[C@H](CC(=O)O)NC(C(CC(C)C)N1C(C=C(C=C1)C(F)(F)F)=O)=O